FC([Si](N[Si](C)(C)C(F)(F)F)(C)C)(F)F 1,3-di(trifluoromethyl)-1,1,3,3-tetramethyldisilazane